NC=1C=C(C=CC1F)C(O)C1=CC=CC=C1 (3-amino-4-fluorophenyl)(phenyl)methanol